C(C1=CC=CC=C1)OC(=O)C=1SC2=C(C1C(CO)P(=O)(OCC)OCC)C=CC=C2 [1-(diethoxyphosphoryl)-2-hydroxyethyl]-1-benzothiophene-2-carboxylic acid benzyl ester